4-bromo-3-(2,2,2-trifluoroethoxy)benzaldehyde BrC1=C(C=C(C=O)C=C1)OCC(F)(F)F